OCCCCC(C(=O)N)CCCCCCCCCCCCCCCCCCCC hydroxybutyl-behenamide